3,1-benzoxathiine S1COCC2=C1C=CC=C2